FC1(CC(C1)N1CCC(CC1)O)F 1-(3,3-difluorocyclobutyl)piperidin-4-ol